O=C1NC(=CC=C1C(=O)O)C(F)(F)F 2-oxo-6-(trifluoromethyl)-1,2-dihydropyridine-3-carboxylic acid